C(C)(=O)NC1=NN(C(=N1)NC(C)=O)CC1=CC=C(C=C1)C=C 3,5-bis(acetamido)-1-(4-vinylbenzyl)-1H-1,2,4-triazole